(R)-N-(3-(1-((2-amino-5-chloropyridin-3-yl)oxy)ethyl)phenyl)-5-(tert-butyl)isoxazole-3-carboxamide NC1=NC=C(C=C1O[C@H](C)C=1C=C(C=CC1)NC(=O)C1=NOC(=C1)C(C)(C)C)Cl